3-(2,3,4-Trifluorophenyl)-2,4-dithioxo-1,2,3,4-tetrahydroquinazoline silver(I) difluorophosphate P(=O)([O-])(F)F.[Ag+].FC1=C(C=CC(=C1F)F)N1C(NC2=CC=CC=C2C1=S)=S